O1C(CCCC1)ONCCCCCCCC(=O)N1CCN(CC1)C1=CC=C(C=C1)C#CC1=CC=C(C=C1)/C=C/C(=O)OCCOCCOC 2-(2-methoxyethoxy)ethyl (2E)-3-(4-{2-[4-(4-{8-[(oxan-2-yloxy) amino]octanoyl}piperazin-1-yl) phenyl]ethynyl}phenyl)prop-2-enoate